3-phenylpropane(dithioperoxoate) C1(=CC=CC=C1)CCC(=O)S[S-]